ClCF Chlorofluoromethan